CC1=CN=CN1COCC[Si](C)(C)C 5-methyl-1-((2-(tri-methylsilyl)ethoxy)methyl)-1H-imidazole